[Si](C)(C)(C(C)(C)C)OC=1C=C2CCC/C(/C2=CC1)=N\S(=O)C(C)(C)C (E)-N-(6-((tert-butyldimethylsilyl)oxy)-3,4-dihydronaphthalen-1(2H)-ylidene)-2-methylpropane-2-sulfinamide